methyl 18β-hydroxy-11,17α-dimethoxy-3β,20α-yohimban-16β-carboxylate 3,4,5-trimethoxybenzoate CO[C@H]1[C@@H](C[C@@H]2CN3CCC4=C([C@H]3C[C@@H]2[C@@H]1C(=O)OC)NC5=C4C=CC(=C5)OC)OC(=O)C6=CC(=C(C(=C6)OC)OC)OC